O=B oxo-borane